N-(4-Chloro-3-(N,N-diethylsulfamoyl)phenyl)-3-(thiophen-2-yl)quinoline-7-carboxamide ClC1=C(C=C(C=C1)NC(=O)C1=CC=C2C=C(C=NC2=C1)C=1SC=CC1)S(N(CC)CC)(=O)=O